[Na].[Na].C(#N)C1=CC2=NC(C(N=C2C=C1[N+](=O)[O-])=O)=O 6-cyano-7-nitroquinoxaline-2,3-dione disodium